3-(5-(4-(7-(4-(cis-7-hydroxy-3-phenyltryptophan-4-yl)phenyl)-2,7-diazaspiro[3.5]Non-2-yl)piperidin-1-yl)-1-oxoisoindolin-2-yl)pyridine-2,6-dione OC1=C2N=CC(C[C@H](N)C(=O)O)(C2=C(C=C1)C1=CC=C(C=C1)N1CCC2(CN(C2)C2CCN(CC2)C=2C=C3CN(C(C3=CC2)=O)C2C(NC(C=C2)=O)=O)CC1)C1=CC=CC=C1